phenazine di-p-toluenesulfonate salt CC1=CC=C(C=C1)S(=O)(=O)O.CC1=CC=C(C=C1)S(=O)(=O)O.C1=CC=CC2=NC3=CC=CC=C3N=C12